N(=[N+]=[N-])C[C@H]1N(C[C@@H](N(C1)C(=O)OC(C)(C)C)C)C(C1=CC=C(C=C1)F)C1=CC=C(C=C1)F tert-butyl (2S,5S)-5-(azidomethyl)-4-(bis(4-fluorophenyl)methyl)-2-methylpiperazine-1-carboxylate